2-((2R,3S,4S,5R)-3-(3,4-difluoro-2-methoxyphenyl)-4,5-dimethyl-5-(trifluoromethyl)tetrahydrofuran-2-yl)-3-methoxy-6-methylpyridin-4(1H)-one FC=1C(=C(C=CC1F)[C@H]1[C@@H](O[C@]([C@H]1C)(C(F)(F)F)C)C=1NC(=CC(C1OC)=O)C)OC